tetrakis[dimethyl(trimethylsilyloxy) silyl] silicate [Si](O[Si](O[Si](C)(C)C)(C)C)(O[Si](O[Si](C)(C)C)(C)C)(O[Si](O[Si](C)(C)C)(C)C)O[Si](O[Si](C)(C)C)(C)C